BrC1=COC2=C1C=CC(=C2)CBr 3-bromo-6-(bromomethyl)benzofuran